COC1=CC=C(CN2N=NC(=C2OC2=CC(=CC=C2)C#CC)C(=O)OCC)C=C1 ethyl 1-(4-methoxybenzyl)-5-(3-(prop-1-ynyl) phenoxy)-1H-1,2,3-triazole-4-carboxylate